NC1=NC(=CC(=N1)N1CCC2(C[C@H](NC2)C(=O)O)CC1)O[C@@H](C(F)(F)F)C1=C(C=C(C=C1)C1=CC=C(C=C1)C(=O)O)N1N=C(C=C1)C (S)-8-(2-amino-6-((R)-1-(4'-carboxy-3-(3-methyl-1H-pyrazol-1-yl)-[1,1'-biphenyl]-4-yl)-2,2,2-trifluoroethoxy)pyrimidin-4-yl)-2,8-diazaspiro[4.5]decane-3-carboxylic acid